NC1=NC=CC(=C1Cl)SC=1C=2N(C(=NC1)N1CCC3([C@@H](COC3)N)CC1)C=NN2 (S)-8-(8-((2-amino-3-chloropyridin-4-yl)thio)-[1,2,4]tri-azolo[4,3-c]pyrimidin-5-yl)-2-oxa-8-azaspiro[4.5]decan-4-amine